ClC1=C(C=C(C=C1)OC)OCC(OCC)OCC 1-chloro-2-(2,2-diethoxyethoxy)-4-methoxybenzene